The molecule is a dicarboxylic acid that is suberic acid substituted at position 3 by a hydroxy group. It has a role as a metabolite. It is a dicarboxylic acid and a 3-hydroxy carboxylic acid. It derives from a suberic acid. C(CCC(=O)O)CC(CC(=O)O)O